1-(4'-methylbenzenesulfonyl)-3-hydroxy-4-[(2-methoxyethylamino)methyl]-pyridin-2(1H)-one CC1=CC=C(C=C1)S(=O)(=O)N1C(C(=C(C=C1)CNCCOC)O)=O